5-iodobenzo[b]thiophene IC1=CC2=C(SC=C2)C=C1